(S)-N-(5-((R)-2-(2,5-difluorophenyl)pyrrolidin-1-yl)pyrazolo[1,5-a]pyrimidin-3-yl)-3-hydroxypyrrolidine-1-carboxamide mesylate S(C)(=O)(=O)O.FC1=C(C=C(C=C1)F)[C@@H]1N(CCC1)C1=NC=2N(C=C1)N=CC2NC(=O)N2C[C@H](CC2)O